Cl.Cl.NCCC=1OC(=C(N1)C(=O)NCC1=NC=CC=C1F)C 2-(2-aminoethyl)-N-[(3-fluoropyridin-2-yl)methyl]-5-methyl-1,3-oxazole-4-carboxamide dihydrochloride